FC1=CC=C(C=C1)[K] (4-fluorophenyl)potassium